4-acryloyloxy-ethoxy-4'-bromobenzophenone C(C=C)(=O)OC1=CC(=C(C(=O)C2=CC=C(C=C2)Br)C=C1)OCC